1-chloro-3-iodoacetone ClCC(=O)CI